2,6-dioxobicyclo(1.3.3)-nonane O=C1C2C(CCC1CCC2)=O